NC1CCN(CC1)CCN1CCN(CC1)C1=CC(=C(C=C1F)NC1C(NC(CC1)=O)=O)F 3-((4-(4-(2-(4-aminopiperidin-1-yl)ethyl)piperazin-1-yl)-2,5-difluorophenyl)amino)piperidine-2,6-dione